FC(OC1=CC=C(C=C1)S(=O)(=O)N1N=C2C(=C1)CN(C2)C(=O)OC(C)(C)C)F tert-butyl 2-[4-(difluoromethoxy)benzenesulfonyl]-2H,4H,5H,6H-pyrrolo[3,4-c]pyrazole-5-carboxylate